C(C)(C)(C)C1=CC=C(C=C1)N 4-(tert-butyl)phenylamine